5-(2-chlorophenoxy)-3-((4-(morpholinomethyl)benzyl)amino)-4H-benzo[e][1,2,4]thiadiazine 1,1-dioxide ClC1=C(OC2=CC=CC3=C2NC(=NS3(=O)=O)NCC3=CC=C(C=C3)CN3CCOCC3)C=CC=C1